C1(=C(C=CC=C1)OBOC1=C(C=CC=C1)C)C di(2-tolyl)boronic acid